(S)-N-(2-chloro-6-fluorophenyl)-4-(3-ethyl-3-methylureido)-5-fluoro-2-((1,1,1-trifluoropropan-2-yl)oxy)benzamide ClC1=C(C(=CC=C1)F)NC(C1=C(C=C(C(=C1)F)NC(=O)N(C)CC)O[C@H](C(F)(F)F)C)=O